3-chloro-5-(trifluoromethyl)phenylmagnesium bromide ClC=1C=C(C=C(C1)C(F)(F)F)[Mg]Br